[N].ClP1(=NP(=NP(=N1)(Cl)Cl)(Cl)Cl)Cl hexachlorocyclotriphosphazene nitrogen